C(C)(C)(C)OC(=O)N1[C@H](CCCC1)C(=O)O (R)-1-(tert-butoxycarbonyl)piperidine-2-carboxylic acid